NC1=CC=C(C(=C1C(=O)N(C)C)F)C=1C(=C2C(=NC1)NCC21CC(CC1)N1N=NC=C1)Cl 6-Amino-3-(4'-chloro-3-(1H-1,2,3-triazol-1-yl)-1',2'-dihydrospiro[cyclopentane-1,3'-pyrrolo[2,3-b]pyridin]-5'-yl)-2-fluoro-N,N-dimethylbenzamide